phthalic acid, amide C(C=1C(C(=O)O)=CC=CC1)(=O)N